N-(2-(benzo[d][1,3]dioxol-5-yl)-1-cyclobutylethyl)cyclobutanamine O1COC2=C1C=CC(=C2)CC(C2CCC2)NC2CCC2